ClC=1C=C(C=C(C1)NS(=O)(=O)CC)NC(=O)C1=CN(C(=C1)C1=NC=C(C=C1F)N1CC(C1)(F)F)C N-(3-chloro-5-(ethylsulfonamido)phenyl)-5-(5-(3,3-difluoroazetidin-1-yl)-3-fluoropyridin-2-yl)-1-methyl-1H-pyrrole-3-carboxamide